3-((4-((4-(1-(4-(1-acetyl-4-((4-chlorophenyl)amino)-2-methyl-1,2,3,4-tetrahydroquinolin-6-yl)phenyl)piperidin-4-yl)piperazin-1-yl)methyl)phenyl)amino)piperidine-2,6-dione C(C)(=O)N1C(CC(C2=CC(=CC=C12)C1=CC=C(C=C1)N1CCC(CC1)N1CCN(CC1)CC1=CC=C(C=C1)NC1C(NC(CC1)=O)=O)NC1=CC=C(C=C1)Cl)C